Cl.Cl.CC=1C(=NC=C(C1)C)N[C@@H]1CN[C@@H](C1)COC (3,5-dimethylpyridin-2-yl)((3S,5S)-5-methoxymethylpyrrolidin-3-yl)amine dihydrochloride